N,N-diallyl-5-((1E,3E)-4-(5-methoxy-6-[11C]methoxybenzo[d]thiazole-2-yl)buta-1,3-dienyl)pyridine-2-amine C(C=C)N(C1=NC=C(C=C1)\C=C\C=C\C=1SC2=C(N1)C=C(C(=C2)O[11CH3])OC)CC=C